C(#N)[C@@H](CO)NC(=O)C=1C(N(N=C(C1)C=1C=NC(=CC1)C(F)(F)F)C=1C=NC=C(C1)F)=O N-[(1S)-1-cyano-2-hydroxyethyl]-2-(5-fluoropyridin-3-yl)-3-oxo-6-[6-(trifluoromethyl)-pyridin-3-yl]-2,3-dihydropyridazine-4-carboxamide